1-bromo-2-(bromomethyl)-5-chloro-3-fluorobenzene BrC1=C(C(=CC(=C1)Cl)F)CBr